3,6,9,12,15-pentaoxa-1-cyclopentadecanol C1(COCCOCCOCCOCCO1)O